C[C@](N)(CC1=CC=CC2=CC=CC=C12)C(=O)O alpha-methyl-beta-(1-naphthyl)-L-alanine